C(#N)C1=C(C=CC=C1)C1CCN(CC1)C([C@@H](CO)NC(=O)NC=1N=C(SC1)C#C)=O (R)-1-(1-(4-(2-Cyanophenyl)piperidin-1-yl)-3-hydroxy-1-oxopropan-2-yl)-3-(2-ethynylthiazol-4-yl)urea